(E)-3-(4-(diethylamino)phenyl)acrolein C(C)N(C1=CC=C(C=C1)/C=C/C=O)CC